COC=1C=CC=2N(C1)N=C(N2)C2=C1C=C(N=CC1=C(N=C2)NC)NC(=O)C2CC2 N-[5-(6-methoxy-[1,2,4]triazolo[1,5-a]pyridin-2-yl)-8-(methylamino)-2,7-naphthyridin-3-yl]cyclopropanecarboxamide